C1(CC1)C1=CC2=C(N=C(N=C2)NC2=CC=C(C=C2)C2C[C@H]3CC[C@@H](C2)N3C(=O)OC(C)(C)C)N1C1=NC(=CC=C1)N=S(=O)(C)C tert-butyl (1R,5S)-3-(4-((6-cyclopropyl-7-(6-((dimethyl(oxo)-λ6-sulfanylidene) amino)pyridin-2-yl)-7H-pyrrolo[2,3-d]pyrimidin-2-yl)amino) phenyl)-8-azabicyclo[3.2.1]octan-8-carboxylate